COC1=CC=C(C=C1)C(C)(C)C=1N=C(SC1)NC(NCC1CC(C1)S(=O)(=O)NC)=O rac-(1s,3s)-3-((3-(4-(2-(4-methoxyphenyl)propan-2-yl)thiazol-2-yl)ureido)-methyl)-N-methylcyclobutane-1-sulfonamide